2-(4-(diphenylamino)phenyl)quinoxaline diethyl-maleate (DIETHYL-MALEATE) C(C)/C(=C(/C(=O)O)\CC)/C(=O)O.C(C)/C(=C(/C(=O)O)\CC)/C(=O)O.C1(=CC=CC=C1)N(C1=CC=C(C=C1)C1=NC2=CC=CC=C2N=C1)C1=CC=CC=C1